N-(3-methylbutan-2-yl)octane-1,8-diamine CC(C(C)NCCCCCCCCN)C